3-(3-Chloro-1H-pyrrolo[2,3-b]pyridin-2-yl)-1-(2-(piperidin-1-yl)ethyl)-1H-pyrazolo[3,4-d]pyrimidin-4-amine ClC1=C(NC2=NC=CC=C21)C2=NN(C1=NC=NC(=C12)N)CCN1CCCCC1